FC1=CC=C(C=C1)C1=NN2C(CN(CC2)C)=C1C1=CC(=NC=C1)NC(CN1C=CC=C1)=O N-(4-(2-(4-fluorophenyl)-5-methyl-4,5,6,7-tetrahydropyrazolo[1,5-a]pyrazin-3-yl)pyridin-2-yl)-2-(1H-pyrrol-1-yl)acetamide